Bis(2-ethylbutyl) 9,9'-((4-((2-(4-(2-((4-(bis(2-hydroxy-6-oxo-6-(pentan-3-yloxy)hexyl)-amino)butanoyl)oxy)ethyl)piperazin-1-yl)ethyl)disulfaneyl)butyl)azanediyl)bis(8-hydroxynonanoate) OC(CN(CCCC(=O)OCCN1CCN(CC1)CCSSCCCCN(CC(CCCCCCC(=O)OCC(CC)CC)O)CC(CCCCCCC(=O)OCC(CC)CC)O)CC(CCCC(=O)OC(CC)CC)O)CCCC(OC(CC)CC)=O